[N+](=O)([O-])C=1C=C(C=CC1)C1=NC2=C(N1)C=CC=C2C(=O)N 2-(3-nitrophenyl)-1H-benzo[d]imidazole-4-carboxamide